N1=C(C=C(C=C1)C(=O)O)C1=NC=CC(=C1)C(=O)O.[Co] cobalt 2,2'-bipyridine-4,4'-dicarboxylic acid